S1C=NC2=C1C(=CC=C2)C2=CC=C(C=C2)[C@H](CO)NC(=O)NC2=NC(=NC=C2)C#C (R)-1-(1-(4-(Benzo[d]thiazol-7-yl)phenyl)-2-hydroxyethyl)-3-(2-ethynyl-pyrimidin-4-yl)urea